4-morpholino-1-((2-(trimethylsilyl)ethoxy)methyl)-1H-benzo[d]imidazole O1CCN(CC1)C1=CC=CC=2N(C=NC21)COCC[Si](C)(C)C